4-((4-(1H-1,2,4-triazol-1-yl)benzyl)oxy)benzenesulfonyl fluoride N1(N=CN=C1)C1=CC=C(COC2=CC=C(C=C2)S(=O)(=O)F)C=C1